BrC1=C(C(=CC(=C1)C(C)(C)C)C1=CC(=CC(=C1)C([2H])([2H])[2H])C([2H])([2H])[2H])N 3-bromo-5-(tert-butyl)-3',5'-bis(methyl-d3)-[1,1'-biphenyl]-2-amine